C(CCCCCCCCCCC\C=C/CCCCCCCC)(=O)OC[C@@H](OC(CCCCCCCCCCC\C=C/CCCCCCCC)=O)COP(=O)(O)OC[C@H](N)C(=O)O 1,2-dierucoyl-sn-glycero-3-phosphoserine